BrC1=C(C=C2C(C=C(N(C2=C1)C1=CC(=CC(=C1)C)C)C)=O)F 7-bromo-1-(3,5-dimethylphenyl)-6-fluoro-2-methylquinolin-4(1H)-one